N-hexadecylarginine C(CCCCCCCCCCCCCCC)N[C@@H](CCCNC(N)=N)C(=O)O